5-((2,4-dichlorophenyl)amino)-2,4-diphenyl-4H-imidazol-4-ol ClC1=C(C=CC(=C1)Cl)NC=1C(N=C(N1)C1=CC=CC=C1)(O)C1=CC=CC=C1